1-(2-dimethylaminoethyl)-N4-[4-(1H-indol-3-yl)pyrimidin-2-yl]-N1-methyl-5-trifluoromethoxybenzene-1,2,4-triamine CN(CCC1(C(C=C(C(=C1)OC(F)(F)F)NC1=NC=CC(=N1)C1=CNC2=CC=CC=C12)N)NC)C